ClC1=C(C=C(C=C1)F)C1SCC2=C1C=CC=C2NC(OC(C)(C)C)=O tert-butyl (1-(2-chloro-5-fluorophenyl)-1,3-dihydrobenzo[c]thiophen-4-yl)carbamate